3-triacetoxysilylpropyl thioacetate C(C)(=S)OCCC[Si](OC(C)=O)(OC(C)=O)OC(C)=O